N=1N=CN2C1CNCC2 5,6,7,8-tetrahydro[1,2,4]triazolo[4,3-a]pyrazine